5-(4-(benzyloxy)phenyl)-7,8-dihydronaphthalen-2-ol C(C1=CC=CC=C1)OC1=CC=C(C=C1)C=1C=2C=CC(=CC2CCC1)O